tert-butyl (2R)-2-[(3R)-3-methoxypyrrolidin-3-yl]azetidine-1-carboxylate CO[C@]1(CNCC1)[C@@H]1N(CC1)C(=O)OC(C)(C)C